[6-(2-chloro-5-fluorophenyl)-3-methoxy-8-oxo-1,6,7,8-tetrahydropyrrolo[4,3-g]indazol-5-yl]-5-fluoro-3-(trifluoromethyl)benzamide iridium [Ir].ClC1=C(C=C(C=C1)F)C1NC(C=2C1=C(C=C1C(=NNC21)OC)C2=C(C(=O)N)C=C(C=C2C(F)(F)F)F)=O